2-(2-fluoro-4-(2-((4-(4-(isopropylsulfonyl)phenyl)-5-methylthiazol-2-yl)amino)-2-oxoethyl)phenoxy)pyridine-3-carboxamide FC1=C(OC2=NC=CC=C2C(=O)N)C=CC(=C1)CC(=O)NC=1SC(=C(N1)C1=CC=C(C=C1)S(=O)(=O)C(C)C)C